(4aS,6aR,6bS,8aR,12aS,14aR,14bS)-methyl 11-cyano-2,2,6a,6b,9,9,12a-heptamethyl-10,14-dioxo-1,2,3,4,4a,5,6,6a,6b,7,8,8a,9,10,12a,14,14a,14b-octadecahydropicene-4a-carboxylate C(#N)C=1C(C([C@@H]2CC[C@]3([C@@]4(CC[C@]5(CCC(C[C@H]5[C@H]4C(C=C3[C@]2(C1)C)=O)(C)C)C(=O)OC)C)C)(C)C)=O